6-[3-[(1R)-2,2-difluoro-1-[2-(2,2,2-trifluoroethoxy)-4-pyridyl]ethoxy]-1-methyl-pyrazolo[3,4-c]pyridazin-5-yl]-2H-1,2,4-triazine-3,5-dione FC([C@H](OC1=NN(C2=NN=C(C=C21)C=2C(NC(NN2)=O)=O)C)C2=CC(=NC=C2)OCC(F)(F)F)F